4-(3,4-difluoro-2-methoxyphenyl)-5,5-dimethyltetrahydrothiophene-2-carboxamide FC=1C(=C(C=CC1F)C1CC(SC1(C)C)C(=O)N)OC